C(C)(C)(C)OC(=O)N1CC2(CC1)CN(CC2)C2=NC=NC=C2OC2=C(C=C(C=C2)F)C(N(C(C)C)C(C)C)=O 7-(5-{2-[di(prop-2-yl)carbamoyl]-4-fluorophenoxy}pyrimidin-4-yl)-2,7-diazaspiro[4.4]nonane-2-carboxylic acid tert-butyl ester